CO[Si](C1=CC=C(C=C1)NC(C)=O)(OC)OC N-(4-(trimethoxysilyl)phenyl)acetamide